OC/C(=C/COP(=O)(O)[O-])/C.C(C)[NH+](CC)CC Triethylammonium (E)-4-hydroxy-3-methylbut-2-en-1-yl-hydrogenphosphate